COC1=CC=C(C(=O)OC[C@H]2S[C@H]([C@@H]3OC(O[C@@H]32)(C)C)N3C=C(C2=C3N=CN=C2N(C(=O)OC(C)(C)C)C(=O)OC(C)(C)C)C#C)C=C1 ((3aS,4R,6R,6aR)-6-(4-(bis(tert-butoxycarbonyl)amino)-5-ethynyl-7H-pyrrolo[2,3-d]Pyrimidin-7-yl)-2,2-dimethyltetrahydrothieno[3,4-d][1,3]dioxol-4-yl)methyl 4-methoxybenzoate